R-2-(2-bromobenzyl)-1-cyclopentanone BrC1=C(C[C@@H]2C(CCC2)=O)C=CC=C1